C(#N)C=1C=C(C=NC1N1N=CC=N1)NC(=O)C=1C=NN(C1C(F)(F)F)C1=C2C(=NC=C1)C(=CS2)C N-(5-Cyano-6-(2H-1,2,3-triazol-2-yl)pyridin-3-yl)-1-(3-methylthieno[3,2-b]pyridin-7-yl)-5-(trifluoromethyl)-1H-pyrazol-4-carboxamid